ClC1=CC=CC2=C1N=C(O2)N2CCN(CC2)CC=2C=NC(=NC2)SCC 4-chloro-2-(4-((2-(ethylthio)pyrimidin-5-yl)methyl)piperazin-1-yl)benzo[d]oxazole